(6-fluoro-2,4-dimethyl-sulfanyl-9H-pyrimido[4,5-b]indol-8-yl)(methyl)carbamic acid tert-butyl ester C(C)(C)(C)OC(N(C)C=1C=C(C(=C2C3=C(NC12)N=C(N=C3C)C)S)F)=O